[Fe].[Dy].[Tb] terbium dysprosium-iron